COCC1(CCC2(OCCO2)CC1)C#N 8-(Methoxymethyl)-1,4-dioxaspiro[4.5]decane-8-carbonitrile